N[C@@H](C(NCCOCCOCCN(CC(=O)OCC)C(=O)OC(C)(C)C)=O)C1CCCCC1 ethyl (R)-14-amino-3-(tert-butoxycarbonyl)-14-cyclohexyl-13-oxo-6,9-dioxa-3,12-diazatetradecanoate